Cl.C(C1=CC=CC=C1)OC(NCCN)=O (2-aminoethyl)carbamic acid benzyl ester HCl